ClC=1C(=C(CN2C3COCC2CC3)C=C(C1)[N+](=O)[O-])C 8-(3-chloro-2-methyl-5-nitrobenzyl)-3-oxa-8-azabicyclo[3.2.1]octane